CC1=C(C=CC=C1B1OC(C(O1)(C)C)(C)C)C=1SC=2CN(CCC2N1)C(=O)OC(C)(C)C tert-butyl 2-[2-methyl-3-(4,4,5,5-tetramethyl-1,3,2-dioxaborolan-2-yl)phenyl]-6,7-dihydro[1,3]thiazolo[5,4-c]pyridine-5(4H)-carboxylate